Cl.N1CC(CC1)C(=O)N 3-pyrrolidinecarboxamide hydrochloride